C[C@]12OC[C@](CC1)(C2)C=2N=C1N(C=C(C=C1)C(=O)N)C2 2-((1S,4R)-1-methyl-2-oxabicyclo[2.2.1]Hept-4-yl)imidazo[1,2-a]Pyridine-6-carboxamide